FC=1C=C2C(C(=CN(C2=CC1N1CC2=CC=CC=C2C1)C1=C(C=C(C=C1)O)F)C(=O)O)=O 6-fluoro-1-(2-fluoro-4-hydroxy-phenyl)-7-(isoindolin-2-yl)-4-oxo-1,4-dihydroquinoline-3-carboxylic acid